[Al].[Dy].[Pr] praseodymium dysprosium aluminum